γ-thiovalerolactone C1(CCC(C)O1)=S